ClC1=NC(=NC(=N1)C=1C=CC2=C(OC3=C2C=CC=C3)C1)C1=CC=CC=3C(C2=CC=CC=C2C13)(C)C 2-chloro-4-(dibenzo[b,d]furan-3-yl)-6-(9,9-dimethyl-9H-fluoren-4-yl)-1,3,5-triazine